(diphenyl thiophosphoryl) succinate C(CCC(=O)[O-])(=O)OP(=S)(C1=CC=CC=C1)C1=CC=CC=C1